Platinum (II) isopropyl alcohol C(C)(C)O.[Pt+2]